COC=1C=C(C=CC1OC)C=1NC2=C(C=C(C=C2C1CC)C1CCNCC1)F 2-(3,4-Dimethoxyphenyl)-3-ethyl-7-fluoro-5-(piperidin-4-yl)-1H-indole